(E)-3-((3-((E)-4-((4,4-difluoropiperidin-1-yl)methyl)styryl)-1H-indazol-6-yl)methylene)-4-phenylpyrrolidin-2-one FC1(CCN(CC1)CC1=CC=C(/C=C/C2=NNC3=CC(=CC=C23)\C=C/2\C(NCC2C2=CC=CC=C2)=O)C=C1)F